C(C)(C)(C)OC(=O)N1N=C(C2=CC=C(C=C12)[C@@H]1C[C@@]12C(N(C1=CC=C(C=C21)OC)C(=O)OC(C)(C)C)=O)N amino-6-((1R,2S)-1'-(tert-butoxycarbonyl)-5'-methoxy-2'-oxospiro[cyclopropane-1,3'-indoline]-2-yl)-1H-indazole-1-carboxylic acid tert-butyl ester